(S)-1-(1,4,6,7-tetrahydro-5H-[1,2,3]triazolo[4,5-c]pyridin-5-yl)-2-(5-(2-((5-(trifluoromethyl)-2,3-dihydro-1H-inden-2-yl)amino)pyrimidin-5-yl)-1,3,4-oxadiazol-2-yl)ethan-1-one N1N=NC=2CN(CCC21)C(CC=2OC(=NN2)C=2C=NC(=NC2)N[C@H]2CC1=CC=C(C=C1C2)C(F)(F)F)=O